ON=C1C2=CC(=CC=C2C=2C=CC(=CC12)S(=O)(=O)NC1=CC=C(C=C1)N1CCN(CC1)C)S(=O)(=O)NC1=CC=C(C=C1)N1CCN(CC1)C 9-(hydroxyimino)-N2,N7-bis(4-(4-methylpiperazin-1-yl)phenyl)-9H-fluorene-2,7-disulfonamide